NC=1C(=C(C(=O)NCC=2C(NC(=CC2C)C)=O)C(=C(C1)Br)F)C 3-amino-5-bromo-N-((4,6-dimethyl-2-oxo-1,2-dihydropyridin-3-yl)methyl)-6-fluoro-2-methylbenzamide